NC1=NC=2C=C(C(=CC2C2=C1C=NN2C)C(=O)N(CC2=NC=C(C=C2)C(F)(F)F)N2CCOCC2)F 4-amino-7-fluoro-1-methyl-N-morpholino-N-((5-(trifluoromethyl)pyridin-2-yl)methyl)-1H-pyrazolo[4,3-c]quinoline-8-carboxamide